CO[C@@H]1C[C@@H](CC1)OC1=CC(=CC(=N1)N1CC2(C=3C=NC(=CC31)NC(C)=O)CC2)C N-(1'-(6-(((1r,3s)-3-methoxycyclopentyl)oxy)-4-methylpyridin-2-yl)-1',2'-dihydrospiro[cyclopropane-1,3'-pyrrolo[3,2-c]pyridin]-6'-yl)acetamide